5-bromo-6-methoxy-1H-indole-2-carboxamide BrC=1C=C2C=C(NC2=CC1OC)C(=O)N